C1(=CC=CC=C1)S(=O)(=O)C1=NNC2=CC3=C(C=C12)N(C(=C3I)C3CCOCC3)C3=CC=C(C=C3)F (benzenesulfonyl)-5-(4-fluorophenyl)-7-iodo-6-tetrahydropyran-4-yl-pyrrolo[2,3-f]indazole